5-methoxy-isophthalaldehyde COC=1C=C(C=C(C=O)C1)C=O